m-(1-imidazolyl)aniline N1(C=NC=C1)C=1C=C(N)C=CC1